(3R)-3-amino-1'-[7-(1,5-dimethylpyrazol-4-yl)-6-methyl-pyrazolo[1,5-a]pyrazin-4-yl]spiro[indan-2,4'-piperidine]-5-carbonitrile N[C@H]1C2=CC(=CC=C2CC12CCN(CC2)C=2C=1N(C(=C(N2)C)C=2C=NN(C2C)C)N=CC1)C#N